COC(C1=C(N=C(C=C1C)N1CC(N(CC1)C(=O)C=1N=C2C(=NC1)N(CC2(C)C)C2CCCC2)(C)C)C)=O 6-(4-(5-cyclopentyl-7,7-dimethyl-6,7-dihydro-5H-pyrrolo[2,3-b]pyrazine-2-carbonyl)-3,3-dimethylpiperazin-1-yl)-2,4-dimethylnicotinic acid methyl ester